CC1CNC(C=2N1N=CC2B2OC(C(O2)(C)C)(C)C)=O 7-methyl-3-(4,4,5,5-tetramethyl-1,3,2-dioxaborolan-2-yl)-6,7-dihydropyrazolo[1,5-a]pyrazin-4(5H)-one